2-[5-[2-(4-chloro-2-fluoro-phenyl)-2-methyl-1,3-benzodioxol-4-yl]-2-thienyl]acetic acid ClC1=CC(=C(C=C1)C1(OC2=C(O1)C=CC=C2C2=CC=C(S2)CC(=O)O)C)F